methyl-1H-pyrazolo[4,3-b]pyridine CN1N=CC2=NC=CC=C21